C(C)(C)(C)OC(=O)N1CC2(CNC2)OCC1.FC(OC1=C(C=CC=C1)S(=O)(=O)C1=CC=C(CNC(=O)C=2C=CC=3N(C2)C=CN3)C=C1)(F)F N-(4-(2-(trifluoromethoxy)phenylsulfonyl)benzyl)imidazo[1,2-a]pyridine-6-carboxamide tert-butyl-9-oxa-2,6-diazaspiro[3.5]nonane-6-carboxylate